(3S,6S)-1-(benzo[d]thiazol-2-ylmethyl)-6-(tert-butoxymethyl)-3,4-dimethylpiperazine-2,5-dione S1C(=NC2=C1C=CC=C2)CN2C([C@@H](N(C([C@@H]2COC(C)(C)C)=O)C)C)=O